3-chloroformyl-1,4-dihydropyridine ClC(=O)C1=CNC=CC1